ClC=1C=C(CNC2=CC(=NC=3N2N=CC3C#N)N[C@@H]3CNCCC3)C=C(C1)F (S)-7-((3-chloro-5-fluorobenzyl)amino)-5-((piperidin-3-yl)amino)pyrazolo[1,5-a]pyrimidine-3-carbonitrile